CC1C(CC2CCC(CC2C1C)C(=O)O)C(=O)O 3,4-dimethyl-2,6-decalindicarboxylic acid